1-methyl-3-(12-octadecyl-triacontan-7-yl)-1H-imidazol-3-ium chloride [Cl-].CN1C=[N+](C=C1)C(CCCCCC)CCCCC(CCCCCCCCCCCCCCCCCC)CCCCCCCCCCCCCCCCCC